BrC=1C=C(N(N1)C)CO (5-bromo-2-methyl-pyrazol-3-yl)methanol